1,1-dimethoxy-5-triethylsiloxy-2-pentyne COC(C#CCCO[Si](CC)(CC)CC)OC